[N+](=O)([O-])C1=C(C=CC=C1)S(=O)(=O)N1CC2(CC2)CC1 5-(2-Nitrobenzenesulfonyl)-5-aza-spiro[2.4]heptane